COC=1C=C(C=CC1)C1(CCC(CC1)C)N1CCN(CC1)S(=O)(=O)C1=CC=C(C=C1)NC(NCC=1C=NC=CC1)=O 3-(4-{4-[1-(3-methoxyphenyl)-4-methylcyclohexyl]piperazine-1-sulfonyl}phenyl)-1-(pyridin-3-ylmethyl)urea